FC=1C=C(C=C(C1)F)C(C)OC=1C=C2C(=NNC2=CC1)C1=NC2=C(N1)CN(C2)C2CC(C2)N(C)C 3-(2-(5-(1-(3,5-difluorophenyl)ethoxy)-1H-indazol-3-yl)-4,6-dihydropyrrolo[3,4-d]imidazol-5(1H)-yl)-N,N-dimethylcyclobutane-1-amine